[SiH3][SiH2]C disilapropane